C1(CCCCC1)N1C=C(C=C1C)C(=O)OC methyl 1-cyclohexyl-5-methyl-1H-pyrrole-3-carboxylate